FCCS(=O)(=O)C1=CC=C(C=C1)CCO 2-(4-((2-fluoroethyl)sulfonyl)phenyl)ethanol